ClCC=1C=C(C=O)OC1 4-chloromethylfurfural